NCCC1=CC=CC=C1 para-aminoethylbenzene